CN(CCCC1=C2C(=C(C=3NC4=CC=CC=C4C13)C)C1=CC=CC=C1N2)C N,N-dimethyl-3-(12-methyl-5,11-dihydroindolo[3,2-b]carbazol-6-yl)propan-1-amine